C(C1=CC=CC=C1)C1=C(C(=NS1)C(CN1C(C=CC(=C1)C=C)=O)=O)C 1-(2-(5-benzyl-4-methylisothiazol-3-yl)-2-oxoethyl)-5-vinylpyridin-2(1H)-one